5-[7-[[5-[(3R)-3-(2-methoxyethoxy)pyrrolidine-1-carbonyl]pyridin-2-yl]amino]-3-methylimidazo[4,5-b]pyridin-5-yl]oxy-4-methylpyridine-2-carbonitrile COCCO[C@H]1CN(CC1)C(=O)C=1C=CC(=NC1)NC1=C2C(=NC(=C1)OC=1C(=CC(=NC1)C#N)C)N(C=N2)C